bicyclo[2.2.1]hept-5-ene-2,3-dicarboxylic acid imide C12C(C(C(C=C1)C2)C(=O)O)C(O)=N